CC1C(OCCCCCCCCCCCC(NCN1)=O)=O methyl-1-oxa-4,6-diazacyclooctadecane-2,7-dione